N-{6-[(6-Chloro-pyridin-3-ylmethyl)-amino]-2-pyrrolidin-1-yl-pyridin-3-yl}-2-(3,5-difluoro-phenyl)-acetamide ClC1=CC=C(C=N1)CNC1=CC=C(C(=N1)N1CCCC1)NC(CC1=CC(=CC(=C1)F)F)=O